NC1=CC=2C(N3[C@@H](COC2N=C1)[C@H](CC3)O)=O (9S,9aS)-3-amino-9-hydroxy-8,9,9a,10-tetrahydro-5H,7H-pyrido[3,2-f]pyrrolo[2,1-c][1,4]oxazepin-5-one